7-(trifluoromethyl)spiro[chromane-2,3'-oxetan]-4-one FC(C1=CC=C2C(CC3(COC3)OC2=C1)=O)(F)F